5-(3,6-dihydro-2H-pyran-4-yl)-2-(trifluoromethyl)thiazole-4-carboxylic acid ethyl ester C(C)OC(=O)C=1N=C(SC1C=1CCOCC1)C(F)(F)F